2-(3,5-dichloro-4-((1-(4-methoxybenzyl)-6-oxo-1,6-dihydropyridin-3-yl)oxy)phenyl)-3,5-dioxo-2,3,4,5-tetrahydro-1,2,4-triazine-6-carbonitrile ClC=1C=C(C=C(C1OC1=CN(C(C=C1)=O)CC1=CC=C(C=C1)OC)Cl)N1N=C(C(NC1=O)=O)C#N